C1(=CC=CC=C1)C(C(C1=CC=CC=C1)(C1=CC=CC=C1)C1=CC=CC=C1)C1=CC=CC=C1 pentaphenyl-ethane